4-(((6-chloronaphthalen-2-yl)methyl)thio)-1H-1,2,3-triazole-5-carboxylic acid ClC=1C=C2C=CC(=CC2=CC1)CSC=1N=NNC1C(=O)O